5-(3-(3-(6-fluoronaphthalen-1-yl)azetidin-1-yl)-5-(methoxymethyl)-4H-1,2,4-triazol-4-yl)-2-methoxypyridine FC=1C=C2C=CC=C(C2=CC1)C1CN(C1)C1=NN=C(N1C=1C=CC(=NC1)OC)COC